C(C1=CC=CC=C1)C1=C2N(C=C(N1)C1=CC(=CC=C1)F)C(C(=N2)CC=2OC=CC2)=O 8-Benzyl-6-(3-fluorophenyl)-2-(furan-2-ylmethyl)imidazo[1,2-a]pyrazin-3(7H)-one